NNC(=S)N N-aminothiourea